2-{[(2-amino-6-{[(1,3-oxazol-2-yl)amino]methyl}phenyl)-carbamothioyl]amino}-2-(3-chloro-4-fluorophenyl)propyl 2,2-dimethylpropanoate CC(C(=O)OCC(C)(C1=CC(=C(C=C1)F)Cl)NC(NC1=C(C=CC=C1CNC=1OC=CN1)N)=S)(C)C